(S)-N-(4-(6-(1-hydroxybutyl-1-d)-4-methylpyridin-3-yl)imidazo[1,2-a][1,6]naphthyridin-8-yl)acetamide O[C@](CCC)([2H])C1=CC(=C(C=N1)C=1C=2N(C3=CC(=NC=C3C1)NC(C)=O)C=CN2)C